OC=1C=C(C=CC1)/C=C/C(=O)OC1=C(C=C(C=C1)CC=C)C1=C(C=CC(=C1)CC=C)O 5,5'-diallyl-2'-hydroxy-[1,1'-biphenyl]-2-yl (E)-3-(3-hydroxyphenyl)acrylate